Cl.FC1=C(N)C(=CC(=C1)Cl)F 2,6-difluoro-4-chloroaniline hydrochloride